tert-butyl (2-hydrazinoethyl)carbamate N(N)CCNC(OC(C)(C)C)=O